CN1N=CC(=C1C=1SC2=C(C1C#N)C=CC=C2)B2OC(C(O2)(C)C)(C)C 2-[2-methyl-4-(4,4,5,5-tetramethyl-1,3,2-dioxaborolan-2-yl)pyrazol-3-yl]benzothiophene-3-carbonitrile